1-cyclopropyl-6-fluoro-7-(4-(naphthalen-2-ylmethyl)piperazin-1-yl)-4-oxo-1,4-dihydroquinoline-3-carboxylic acid C1(CC1)N1C=C(C(C2=CC(=C(C=C12)N1CCN(CC1)CC1=CC2=CC=CC=C2C=C1)F)=O)C(=O)O